C(OC1=C(C=CC=C1)C)(OC1=CC=CC=C1)=O o-methylphenyl phenyl carbonate